CC=1C=NC=CC1C1=C(N=C2N1C=CC=N2)C2=CC1=C(OCCN1CC)C=C2 1-(6-(3-(3-methylpyridin-4-yl)imidazo[1,2-a]pyrimidin-2-yl)-2,3-dihydro-4H-benzo[b][1,4]oxazin-4-yl)ethan